6-[(2,6-difluoro-4-pyridyl)amino]-N-(1,5-dimethylhexyl)-3-methoxy-pyridine-2-carboxamide FC1=NC(=CC(=C1)NC1=CC=C(C(=N1)C(=O)NC(CCCC(C)C)C)OC)F